N-(1-(1,1-di(pyridin-2-yl)ethyl)-6-(1-methyl-7-oxo-6,7-dihydro-1H-pyrrolo[2,3-c]pyridin-3-yl)-1H-indol-4-yl)methanesulfonamide N1=C(C=CC=C1)C(C)(C1=NC=CC=C1)N1C=CC2=C(C=C(C=C12)C1=CN(C=2C(NC=CC21)=O)C)NS(=O)(=O)C